FC1=C(C=CC(=C1C)OC1=CC2=C(N(C=N2)C)C=C1)NC=1C2=C(N=CN1)C=CC(=N2)[C@H]2[C@@H]1CN([C@H](C2)C1)C(C=C)=O ((1S,4R,5R)-5-(4-((2-fluoro-3-methyl-4-((1-methyl-1H-benzo[d]imidazol-5-yl)oxy)phenyl)amino)pyrido[3,2-d]pyrimidin-6-yl)-2-azabicyclo[2.2.1]heptan-2-yl)prop-2-en-1-one